C(C(C)C)N(C(CC(CC(=O)O)=O)=O)CC(C)C N,N-diisobutyl-3-oxoglutaramic acid